ClC=1C=C2C(C(=CN(C2=CC1N1CC2=NC=CC=C2C1)C1=CC(=C(C=C1)O)F)C(=O)O)=O 6-chloro-1-(3-fluoro-4-hydroxyphenyl)-4-oxo-7-{5H,6H,7H-pyrrolo[3,4-b]pyridin-6-yl}-1,4-dihydroquinoline-3-carboxylic acid